COC(=O)C=1C=CC=2N(N1)C=CN2 Imidazo[1,2-b]pyridazine-6-carboxylic acid methyl ester